1-(2-chloro-5-methylpyridin-4-yl)ethan-1-one ClC1=NC=C(C(=C1)C(C)=O)C